C(C)(C)(C)OC(=O)N1CCC2(CC(C2)N2C(CN(CC2)CC23CC(C2)C3)C3=C(C=CC=C3)C(C)C)CC1.C1(=CC(=CC(=C1)C)C)P (3,5-xylyl)phosphine tert-butyl-2-(4-(bicyclo[1.1.1]pentan-1-ylmethyl)-2-(2-isopropylphenyl)piperazin-1-yl)-7-azaspiro[3.5]nonane-7-carboxylate